FC1(CC(C1)N1C(C(=CC=C1)NC(C1=C(C=C(C=C1)S(=O)(=O)CC)N1CCC2(CC2)CC1)=O)=O)F N-(1-(3,3-difluorocyclobutyl)-2-oxo-1,2-dihydropyridin-3-yl)-4-(ethylsulfonyl)-2-(6-azaspiro[2.5]octan-6-yl)benzamide